BrC=1C(=C(SC1Br)C(=O)OCC)F ethyl 4,5-dibromo-3-fluorothiophene-2-carboxylate